FC(C(=O)O)(F)F.NCCNC(=O)N1CCN(CC1)C(C1=C(C=C(C=C1)NC(=O)C=1N(C(=CN1)C1=C(C(=C(C=C1)OCC#N)F)F)C)Cl)=O N-(2-aminoethyl)-4-(2-chloro-4-(5-(4-(cyanomethoxy)-2,3-difluorophenyl)-1-methyl-1H-imidazole-2-carboxamido)benzoyl)piperazine-1-carboxamide 2,2,2-trifluoroacetate salt